C1(CC1)CN1C(=CC=2C=CN3C(=NN=C3C12)C)C1=NC2=C(N1C)C(=CC(=C2)C(=O)O)F 2-[12-(cyclopropylmethyl)-5-methyl-3,4,6,12-tetrazatricyclo[7.3.0.02,6]dodeca-1(9),2,4,7,10-pentaen-11-yl]-7-fluoro-1-methyl-benzimidazole-5-carboxylic acid